5-(2-bromo-4-chlorophenoxy)-N-((4,5-dichlorothiophen-2-yl)sulfonyl)-1H-indole-2-carboxamide BrC1=C(OC=2C=C3C=C(NC3=CC2)C(=O)NS(=O)(=O)C=2SC(=C(C2)Cl)Cl)C=CC(=C1)Cl